(2S)-4-(5,5-Diphenyl-1,3-dioxan-2-yl)-3,3-dimethyl-2-((4S,5R)-2-oxo-4,5-diphenyl-1,3-oxazolidin-3-yl)butanoate C1(=CC=CC=C1)C1(COC(OC1)CC([C@@H](C(=O)[O-])N1C(O[C@@H]([C@@H]1C1=CC=CC=C1)C1=CC=CC=C1)=O)(C)C)C1=CC=CC=C1